C1(CC1)C=1SC(=CN1)S(=O)(=O)N1CCOC2(CN(C2)C2CCOCC2)C1 8-((2-cyclopropylthiazol-5-yl)sulfonyl)-2-(tetrahydro-2H-pyran-4-yl)-5-oxa-2,8-diazaspiro[3.5]nonane